(R)-N-((1r,3R)-1-(5-bromo-3-fluoropyridin-2-yl)-3-cyano-3-methylcyclobutyl)-2-methylpropane-2-sulfinamide BrC=1C=C(C(=NC1)C1(CC(C1)(C)C#N)N[S@](=O)C(C)(C)C)F